ClC=1C=C(C=CC1Cl)CC(=O)OC methyl 2-(3,4-dichlorophenyl)acetate